CC1=CC=C(C=C1)C=1N=NC=CC1 3-(4-methylphenyl)pyridazine